2-(5-fluoropyrimidin-2-yl)-5,7-dimethyl-2,6-dihydro-1H-pyrrolo[3,4-d]pyridazin-1-one FC=1C=NC(=NC1)N1N=CC=2C(C1=O)=C(NC2C)C